1-[2-[(2,4-dimethylphenyl)thio]phenyl]-4-[2-(1-piperazinyl)phenyl]piperazine CC1=C(C=CC(=C1)C)SC1=C(C=CC=C1)N1CCN(CC1)C1=C(C=CC=C1)N1CCNCC1